O=C1S\C(\C(N1)=O)=C/C1=CC(=C(OC2=C(C=C(C#N)C=C2)C(F)(F)F)C=C1)OC (Z)-4-(4-((2,4-dioxothiazolidine-5-ylidene)methyl)-2-methoxyphenoxy)-3-(trifluoromethyl)benzonitrile